BrC1=CC=C(N2C=C(C=C12)C(=O)OCC)OCCO[Si](C)(C)C(C)(C)C ethyl 8-bromo-5-{2-[(tert-butyldimethylsilyl)oxy]ethoxy}indolizine-2-carboxylate